4-(2-((tetrahydrofuran-2-yl)methoxy)-6-(1-(m-tolyl)-1H-pyrazol-3-yl)pyrimidin-4-yl)morpholine O1C(CCC1)COC1=NC(=CC(=N1)N1CCOCC1)C1=NN(C=C1)C=1C=C(C=CC1)C